7-[(3-methylsulfonylphenyl)methyl]-2,7-diazaspiro[3.5]nonane CS(=O)(=O)C=1C=C(C=CC1)CN1CCC2(CNC2)CC1